5-Bromo-N-(4-methoxybenzyl)-N-methyl-6-((4-(trifluoromethyl)benzyl)amino)pyridine-3-sulfonamide malonate C(CC(=O)O)(=O)O.BrC=1C=C(C=NC1NCC1=CC=C(C=C1)C(F)(F)F)S(=O)(=O)N(C)CC1=CC=C(C=C1)OC